(1-(2-hydroxyethyl)-1H-tetrazol-5-yl)sulfur OCCN1N=NN=C1[S]